ClC=1C2=CN(N=C2C=CC1C1=CNC=2N=C(N(C(C21)=O)C)N2C[C@H](NCC2)CCO)C (R)-5-(4-chloro-2-methyl-2H-indazol-5-yl)-2-(3-(2-hydroxyethyl)piperazin-1-yl)-3-methyl-3,7-dihydro-4H-pyrrolo[2,3-d]pyrimidin-4-one